Diiodo(mesitylene) ruthenium (II) [Ru+2].IC1=C(C(=C(C=C1C)C)I)C